(9S)-1-amino-9-ethyl-5-fluoro-9-hydroxy-1,4-dimethyl-1,2,3,9,12,15-hexahydro-10h,13h-benzo[de]pyrano[3',4':6,7]indolizino[1,2-b]quinoline-10,13-dione NC1(CCC=2C=3C1=C1C(=NC3C=C(C2C)F)C2=CC3=C(C(N2C1)=O)COC([C@]3(O)CC)=O)C